C(#N)C=1SC=C(N1)[C@H]1N(OCC1)C(=O)C1CCN(CC1)C1=NC=C(C(=N1)C(=O)N)F 2-[4-[(3S)-3-(2-cyanothiazol-4-yl)isoxazolidine-2-carbonyl]-1-piperidinyl]-5-fluoro-pyrimidine-4-carboxamide